(2S,4R)-N-[(4-bromo-2-hydroxyphenyl)methyl]-4-hydroxy-1-[3-methyl-2-(3-methyl-1,2-oxazol-5-yl)butanoyl]pyrrolidine-2-carboxamide BrC1=CC(=C(C=C1)CNC(=O)[C@H]1N(C[C@@H](C1)O)C(C(C(C)C)C1=CC(=NO1)C)=O)O